C(C)S(=O)(=O)CC1CN(C1)C(=O)OC(C)(C)C tert-butyl 3-[(ethanesulfonyl)methyl]azetidine-1-carboxylate